C(C)(C)(C)OC(=O)N[C@H]1C=C(C[C@H]1C(F)(F)F)C(=O)OC Methyl (3S,4R)-3-((tert-butoxycarbonyl)amino)-4-(trifluoromethyl)cyclopent-1-ene-1-carboxylate